2-(3-Oxa-6-azabicyclo[3.1.1]heptan-6-yl)-6-isopropoxy-N-(6-methoxy-4-((3-((trifluoromethyl)sulfonyl)phenyl)carbamoyl)pyridin-3-yl)benzo[d]thiazole-7-carboxamide C12COCC(N1C=1SC3=C(N1)C=CC(=C3C(=O)NC=3C=NC(=CC3C(NC3=CC(=CC=C3)S(=O)(=O)C(F)(F)F)=O)OC)OC(C)C)C2